tripropyl-(chloro)silane C(CC)[Si](Cl)(CCC)CCC